Tert-butyl 4-(5-fluoropyrimidin-2-yl)-5-methyl-1-(methyl-d3)-1H-pyrazole-3-carboxylate FC=1C=NC(=NC1)C=1C(=NN(C1C)C([2H])([2H])[2H])C(=O)OC(C)(C)C